ClC1=CC=C(CC2CCC(C23CC3=O)(C)C)C=C1 7-(4-chlorobenzyl)-4,4-dimethyl-1-oxospiro[2.4]heptane